C(C)(C)(C)OC(=O)N1CC(CC1)CN[C@H](C(C)(C)C)C=1N(C=C(C1)C1=C(C=CC(=C1)F)F)CC1=CC=CC=C1 tert-butyl-3-[({(1R)-1-[1-benzyl-4-(2,5-difluorophenyl)-1H-pyrrol-2-yl]-2,2-dimethylpropyl}amino)methyl]pyrrolidine-1-carboxylate